FC1(CC1)CN1N=C2N(C(N(CC2=C1)C1CCN(CC1)C1=C(C=CC=C1C)F)=O)CC1=NC=CC=C1C(F)(F)F 2-(1-fluoro-cyclopropylmethyl)-5-[1-(2-fluoro-6-methyl-phenyl)-piperidin-4-yl]-7-(3-trifluoromethyl-pyridin-2-ylmethyl)-2,4,5,7-tetrahydro-pyrazolo[3,4-d]pyrimidin-6-one